tert-butyl ((6-cyclopropyl-8-(2-hydroxyethyl)imidazo[1,2-a]pyridin-2-yl)methyl)carbamate C1(CC1)C=1C=C(C=2N(C1)C=C(N2)CNC(OC(C)(C)C)=O)CCO